ClC1=C(C=C(C(=C1)[N+](=O)[O-])OC)N1CCC(CC1)N1CCN(CC1)C 1-(1-(2-chloro-5-methoxy-4-nitrophenyl)piperidin-4-yl)-4-methylpiperazine